O[C@H]1[C@H](CCN2C(C=CC=C12)=O)[C@H]1N2C(C3=CC=CC=C13)=CN=C2 (8R,9S)-9-hydroxy-8-((R)-5H-imidazo[5,1-a]isoindol-5-yl)-6,7,8,9-tetrahydro-4H-quinolizin-4-one